The molecule is an organic heteropentacyclic compound that is a mycotoxic indole alkaloid produced by several fungi. A potent and specific inhibitor of the breast cancer resistance protein multidrug transporter. It has a role as a mycotoxin and a breast cancer resistance protein inhibitor. It is an indole alkaloid, an organic heteropentacyclic compound and an aromatic ether. CC(=C[C@H]1C2=C(C[C@@H]3N1C(=O)[C@@H]4CCCN4C3=O)C5=C(N2)C=C(C=C5)OC)C